C(C1=CC=CC=C1)OC=1C=CC2=C(C(=C(O2)C)C(=O)NC2(CCN(CC2)C(=O)OC(C)(C)C)CO)C1 tert-butyl 4-(5-(benzyloxy)-2-methylbenzofuran-3-carboxamido)-4-(hydroxymethyl)-piperidine-1-carboxylate